OC(CC(=O)O)CCCCCCCCCC 3-Hydroxytridecanoic acid